FC(C1=NN(C(=C1C(=O)N[C@@H](C)C1=CC=C(C(=O)OC)C=C1)OC1=CC(=CC=C1)OCC(F)(F)F)C)F methyl (S)-4-(1-(3-(difluoromethyl)-1-methyl-5-(3-(2,2,2-trifluoroethoxy)phenoxy)-1H-pyrazole-4-carboxamido)ethyl)benzoate